C1=CC=CC=2C3=CC=CC=C3N(C12)C1=CC=C(C=C1)P(OC(C)C)(OC(C)C)=O Diisopropyl (4-(9H-carbazol-9-yl)phenyl)phosphonate